CN1N=CC=C1C(=O)N 1-methyl-1H-pyrazol-5-carboxamide